(3-chloro-4-fluorophenyl)(4-methyl-5-(S-methylsulfonimidoyl)-1-((2-(trimethylsilyl)ethoxy)methyl)-1H-imidazol-2-yl)methyl diisopropylcarbamate C(C)(C)N(C(OC(C=1N(C(=C(N1)C)S(=O)(=N)C)COCC[Si](C)(C)C)C1=CC(=C(C=C1)F)Cl)=O)C(C)C